NC1=NC=NN2C1=C(C(=N2)C2=CC=C(C=C2)NC(C=C)=O)C2=CC=C(C=C2)OC2CC1CC1C2 N-(4-(4-amino-5-(4-(bicyclo[3.1.0]hexan-3-yloxy)phenyl)pyrazolo[5,1-f][1,2,4]triazin-6-yl)phenyl)acrylamide